(S)-5-(methoxymethyl)-5-(3-oxo-3-(5-(trifluoromethyl)isoindolin-2-yl)propyl)imidazolidine COC[C@@]1(CNCN1)CCC(N1CC2=CC=C(C=C2C1)C(F)(F)F)=O